FC(C1=C(C(=O)NC2=C(C=C(C(=C2)C=2C=NC(=NC2)N2C[C@@H](OCC2)C)F)N2C[C@@H](N(CC2)C)C)C=CC(=C1)F)F 2-(difluoromethyl)-N-(2-((S)-3,4-dimethylpiperazin-1-yl)-4-fluoro-5-(2-((S)-2-methylmorpholino)pyrimidin-5-yl)phenyl)-4-fluorobenzamide